(20-(butylamino)-20-oxoeicosanoyl)glycine C(CCC)NC(CCCCCCCCCCCCCCCCCCC(=O)NCC(=O)O)=O